C[Si](CCCCCC[Si](C)(C)C)(C)C 1,6-bis-trimethylsilylhexane